(1R,3R)-3-[3-[(2S)-1-(3,4-difluorophenyl)propan-2-yl]-8-(methoxycarbonyl)-3H,6H,7H,8H,9H-imidazo[4,5-h]isoquinolin-2-yl]cyclohexane-1-carboxylic acid FC=1C=C(C=CC1F)C[C@H](C)N1C(=NC2=C1C=CC=1CCN(CC21)C(=O)OC)[C@H]2C[C@@H](CCC2)C(=O)O